C1(=CC=CC=C1)S(=O)(=O)N1C=CC2=CC(=CC=C12)CNC1CCOCC1 N-[[1-(benzenesulfonyl)indol-5-yl]methyl]tetrahydropyran-4-amine